(3aS,6aR)-1,3-dibenzyl-tetrahydro-4H-thieno[3,4-D]imidazole-2,4(1H)-dione C(C1=CC=CC=C1)N1C(N([C@H]2[C@@H]1CSC2=O)CC2=CC=CC=C2)=O